Cl.N[C@@H]1C[C@H](CC1)O (1S,3S)-3-aminocyclopentan-1-ol HCl